3,3-Dimethylpiperazine-1-carboxylic acid tert-butyl ester C(C)(C)(C)OC(=O)N1CC(NCC1)(C)C